N-((2-(6-(2-ethyl-5-fluoro-4-hydroxyphenyl)-1H-indazol-3-yl)-1H-imidazol-4-yl)methyl)-4-hydroxypiperidine-1-carboxamide C(C)C1=C(C=C(C(=C1)O)F)C1=CC=C2C(=NNC2=C1)C=1NC=C(N1)CNC(=O)N1CCC(CC1)O